(2R)-2-((4R)-4-((3R,6R,7S,10R,13R,17R)-3,6,7-trihydroxy-10,13-dimethylhexadecahydro-1H-cyclopenta[a]phenanthren-17-yl)pentanamido)propane-1-sulfonic acid O[C@@H]1CC[C@@]2(C3CC[C@@]4([C@H](CCC4C3[C@@H]([C@@H](C2C1)O)O)[C@@H](CCC(=O)N[C@@H](CS(=O)(=O)O)C)C)C)C